12-bromo-1-dodecanol BrCCCCCCCCCCCCO